4-((4-((3-bromo-2-hydroxy-4-((4-hydroxy-2-methoxy-6-methylbenzoyl)oxy)-5,6-dimethyl-benzoyl)oxy)-2,3,6-trimethylbenzoyl)oxy)-2,3,5,6-tetramethylbenzoic acid BrC=1C(=C(C(=O)OC2=C(C(=C(C(=O)OC3=C(C(=C(C(=O)O)C(=C3C)C)C)C)C(=C2)C)C)C)C(=C(C1OC(C1=C(C=C(C=C1C)O)OC)=O)C)C)O